4-[4-cyano-2-methyl-6-(4,4,5,5-tetramethyl-1,3,2-dioxaborolan-2-yl)indazol-3-yl]-N-[(1R)-2,2-difluorocyclopropyl]-2-(difluoromethoxy)-6-methoxybenzamide C(#N)C=1C2=C(N(N=C2C=C(C1)B1OC(C(O1)(C)C)(C)C)C)C1=CC(=C(C(=O)N[C@H]2C(C2)(F)F)C(=C1)OC)OC(F)F